2-chloro-4-[(3-chlorophenyl-ethyl)amino]pyrimidin-5-carboxamide ClC1=NC=C(C(=N1)NCCC1=CC(=CC=C1)Cl)C(=O)N